C(C1=CC=CC=C1)N1C2=C(OCC1)C=CC(=C2)NC(=O)NC2=CC=C1C=CNC1=C2 1-(4-benzyl-3,4-dihydro-2H-benzo[b][1,4]oxazin-6-yl)-3-(1H-indol-6-yl)urea